OCC(CC1CCN(CC1)C1=NC=NC2=C(C=CC=C12)OC)P(O)(O)=O (1-hydroxy-3-(1-(8-methoxyquinazolin-4-yl)piperidin-4-yl)propan-2-yl)phosphonic acid